CC1(C(C(=CC(=C1)C)C=1C(=CC=C(C1)C)O)O)C 3',3',5,5'-tetramethylbiphenyl-2,2'-diol